(R)-N-(3,3-difluoro-1-(2-methoxyethyl)piperidin-4-yl)-4-methoxy-5-(1-(2,2,2-trifluoroethyl)-1H-benzo[d][1,2,3]triazol-6-yl)pyrrolo[2,1-f][1,2,4]triazin-2-amine FC1(CN(CC[C@H]1NC1=NN2C(C(=N1)OC)=C(C=C2)C=2C=CC1=C(N(N=N1)CC(F)(F)F)C2)CCOC)F